2-{[(αR)-6-(4-tert-butyl-2,5-dioxo-imidazolidin-1-yl)spiro[3.3]-heptan-2-yl]oxy}-pyridine-3-carboxamide C(C)(C)(C)C1NC(N(C1=O)C1CC2(CC(C2)OC2=NC=CC=C2C(=O)N)C1)=O